O=C1N(CCCC1)N1N=CC=2C=NC=3C=CC(=CC3C21)C(=O)N (2-oxopiperidin-1-yl)-1H-pyrazolo[4,3-c]quinoline-8-carboxamide